N-(2-(2-(1H-tetrazol-5-yl)phenyl)-6-(azepan-1-yl)pyridin-4-yl)-2-(p-tolyl)acetamide N1N=NN=C1C1=C(C=CC=C1)C1=NC(=CC(=C1)NC(CC1=CC=C(C=C1)C)=O)N1CCCCCC1